[Si](C)(C)(C(C)(C)C)OCC1N(CC(C1)OCCOC1=C(C=C(C=C1C)C(=O)OC)C)C(=O)[O-] 2-(((tert-butyldimethylsilyl)oxy)methyl)-4-(2-(4-(methoxycarbonyl)-2,6-dimethylphenoxy)ethoxy)pyrrolidine-1-carboxylate